1-hydroxyethyl-2,3-dimethylimidazole hexafluorophosphate salt F[P-](F)(F)(F)(F)F.OC(C)C=1N(C(=NC1)C)C